ClC1=C2CC[C@@]3(C2=CC=C1)CC=1N=C(N=C(C1CN3C)O)O (7S)-4'-chloro-6-methyl-spiro[5,8-dihydropyrido[4,3-d]pyrimidine-7,1'-indane]-2,4-diol